2-(3-hydroxy-1-adamantyl)-2-oxoacetic acid OC12CC3(CC(CC(C1)C3)C2)C(C(=O)O)=O